C(C(=C)C)(=O)OC(C(S(=O)(=O)[O-])F)F 2-methacryloxy-1,2-difluoroethanesulfonate